6-(3,4-difluorophenyl)-1-[(3-methyl-1,2,4-oxadiazol-5-yl)methyl]-3H-imidazo[4,5-b]pyridin-2-one FC=1C=C(C=CC1F)C=1C=C2C(=NC1)NC(N2CC2=NC(=NO2)C)=O